(5,6,7,8-Tetrahydrothieno[3,2-b]oxepin-8-yl)methanamine S1C=CC=2OCCCC(C21)CN